CN1C[C@@H](CC1)N1C(=NC=2C=NC=3C=CC(=CC3C21)C#N)CN2N=C(N=N2)C 1-[(3R)-1-methylpyrrolidin-3-yl]-2-[(5-methyl-2H-tetrazol-2-yl)methyl]-1H-imidazo[4,5-c]quinoline-8-carbonitrile